methyl 8-bromo-2-cyclopropylimidazo[1,2-a]pyridine-6-carboxylate BrC=1C=2N(C=C(C1)C(=O)OC)C=C(N2)C2CC2